O1-Benzyl O4-methyl 4-(2,2,2-trifluoroethyl)piperidine-1,4-dicarboxylate FC(CC1(CCN(CC1)C(=O)OCC1=CC=CC=C1)C(=O)OC)(F)F